COC1=CC=C(C=C1)S(=O)(=NCCS(=O)(=O)C)C (4-methoxyphenyl)-methyl-(2-methylsulfonylethylimino)-oxo-λ6-sulfane